octanediol bis(3-mercapto-3-methylbutanoate) SC(CC(=O)OC(CCCCCCC)OC(CC(C)(C)S)=O)(C)C